ClC1=CC=C(C=C1)[C@@]1(N(C(C2=CC(=CC(=C12)F)C(=O)C=1C=NN(C1)C)=O)CC1=NC=C(C=C1)F)OCC1(CC1)O (R)-3-(4-chlorophenyl)-4-fluoro-2-((5-fluoropyridin-2-yl)methyl)-3-((1-hydroxycyclopropyl)methoxy)-6-(1-methyl-1H-pyrazole-4-carbonyl)isoindolin-1-one